4-METHOXYCARBONYL-7-AZAINDOLE-3-CARBALDEHYDE COC(=O)C1=C2C(=CNC2=NC=C1)C=O